N-(2,4-Dimethoxybenzyl)-2-[4-(trifluoromethyl)-1H-Pyrazol-1-yl]Benzenesulfonamide COC1=C(CNS(=O)(=O)C2=C(C=CC=C2)N2N=CC(=C2)C(F)(F)F)C=CC(=C1)OC